N-(2,6-diiodo-4-(perfluoropropane-2-yl)phenyl)-2-fluoro-3-(hydroxyamino)benzamide IC1=C(C(=CC(=C1)C(C(F)(F)F)(C(F)(F)F)F)I)NC(C1=C(C(=CC=C1)NO)F)=O